5-formyl-1-methyl-1H-pyrrolo[3,2-b]pyridine-3-carboxamide C(=O)C1=CC=C2C(=N1)C(=CN2C)C(=O)N